NCC(C)N(C(OC(C)(C)C)=O)C tert-butyl N-(1-aminopropan-2-yl)-N-methylcarbamate